vinyl-1,3,2-dioxaborolan C(=C)B1OCCO1